N[C@@H](CO)C(=O)OC methyl L-serinate